2-(3-Morpholin-4-yl-propyl)-3-oxo-2,3-dihydro-1H-isoindole-4-carboxylic acid N1(CCOCC1)CCCN1CC=2C=CC=C(C2C1=O)C(=O)O